[N+](=O)([O-])C1=CC=C(OC(=O)OC(CSSCC(C)OC(=O)OC2=CC=C(C=C2)[N+](=O)[O-])C)C=C1 (2-{[(4-nitrophenoxy)carbonyl]oxy} propyl) disulfide